(5-bromopyridin-3-yl)-1H-benzo[d]imidazole BrC=1C=C(C=NC1)N1C=NC2=C1C=CC=C2